C(C)N1CC=2C(=NC=CC2C1=O)N[C@@H](C)C1=CC(=C(C=C1)C1=CC(=NC=C1)C(C#N)(C)C)F 2-[4-[4-[(1S)-1-[(2-ethyl-1-oxo-3H-pyrrolo[3,4-c]pyridin-4-yl)amino]ethyl]-2-fluoro-phenyl]-2-pyridinyl]-2-methyl-propionitrile